[6,6'-Bis(tetrahydro-2H-pyran-2-yloxy)biphenyl-3,3'-diyl]bis[2'-hydroxy-4',6'-bis(tetrahydro-2H-pyran-2-yloxy)acrylophenone] O1C(CCCC1)OC1=CC=C(C=C1C1=CC(=CC=C1OC1OCCCC1)C(C(=O)C1=C(C=C(C=C1OC1OCCCC1)OC1OCCCC1)O)=C)C(C(=O)C1=C(C=C(C=C1OC1OCCCC1)OC1OCCCC1)O)=C